5-phenyl-1,3-oxazolidin-2-one C1(=CC=CC=C1)C1CNC(O1)=O